C(C)N1CCC2=C(CC1)C(C=1C3CCC(C1C2=O)CC3)=O 3-ethyl-2,3,4,5,7,8,9,10-octahydro-1H-7,10-ethanonaphtho[2,3-d]azepine-6,11-dione